S-((2,2-difluorocyclopropyl) methyl) thioacetate C(C)(=O)SCC1C(C1)(F)F